Biphenyl-4-carboxylic acid {2-[4-(2-bromo-phenoxy)-piperidin-1-yl]-2-oxo-ethyl}-amide BrC1=C(OC2CCN(CC2)C(CNC(=O)C2=CC=C(C=C2)C2=CC=CC=C2)=O)C=CC=C1